C1(=CC=C(C=C1)N(C1=CC=C(C=C1)B(O)O)C1=CC=C(C=C1)C1=CC=C(C=C1)C1=CC=CC=C1)C1=CC=CC=C1 (4-([1,1'-biphenyl]-4-yl-([1,1':4',1''-terphenyl]-4-yl)amino)phenyl)boronic acid